dichloro-tetrafluoroethanol ClOC(C(F)(F)Cl)(F)F